3,7-dibromoanthracene-2,6-diol BrC=1C(=CC2=CC3=CC(=C(C=C3C=C2C1)O)Br)O